2-methoxyethanol erbium [Er].COCCO